C(C)(=O)N1C[C@H](CC1)N1N=CC(=C1C(=O)NC1=NC=C(C=C1F)C#CC1=CC=CC=C1)Cl (S)-1-(1-acetylpyrrolidin-3-yl)-4-chloro-N-(3-fluoro-5-(phenylethynyl)pyridin-2-yl)-1H-pyrazole-5-carboxamide